CN1C(CCC2=CC(=CC=C12)C1=NC2=CC=CC=C2C=C1)=O 1'-methyl-3',4'-dihydro-[2,6'-biquinolin]-2'(1'H)-one